C1(CC1)N1N=C(N=C1)C1=CC(=C(C=C1)NC1=C(N=NC=C1)C(=O)NC([2H])([2H])[2H])OC(F)(F)F 4-((4-(1-cyclopropyl-1H-1,2,4-triazol-3-yl)-2-(trifluoromethoxy)phenyl)amino)-N-(methyl-d3)-pyridazine-3-carboxamide